C(#CCCCC)[SiH3] hex-1-ynyl-silane